FC1(CCC(CC1)N(C(C(C=1C=NC=CC1)N(C(=O)[C@@H]1N(C[C@@H](C1)OC)C(=O)OCC1=CC=CC=C1)C1=CC=C(C=C1)S(F)(F)(F)(F)F)=O)CCO)F Benzyl (2R,4R)-2-[[2-[(4,4-difluorocyclohexyl)-(2-hydroxyethyl)amino]-2-oxo-1-(3-pyridyl)ethyl]-[4-(pentafluoro-λ6-sulfanyl)phenyl]carbamoyl]-4-methoxy-pyrrolidine-1-carboxylate